C(C)(C)(C)[Si](C)C (t-butyl)dimethyl-silicon